ClC1=CC=C(NC2=C(C(=O)O)C=C(C(=C2)C(=O)O)NC2=CC=C(C=C2)Cl)C=C1 2,5-bis(p-chloroanilino)terephthalic acid